C([C@@H](O)CC(=O)O)(=O)O.S1C=CC=2[C@@H](OCC3(C21)CC3)CNC (R)-1-(4'H,6'H-spiro[cyclopropane-1,7'-thieno[3,2-c]pyran]-4'-yl)-N-methyl-methylamine L-malate salt